2-(2-methyl-6-(2,3,5,6-tetrafluorophenyl)-3-thioxo-2,5,6,7-tetrahydro-3H-pyrrolo[1,2-c]imidazol-1-yl)ethan-1-one CN1C(N2C(=C1CC=O)CC(C2)C2=C(C(=CC(=C2F)F)F)F)=S